FC=1C(=NC=CC1)C1(CCC1)NC1=NC2=CC=C(C=C2C=N1)C(=O)N 2-{[(3-fluoro-2-pyridyl)cyclobutyl]amino}quinazoline-6-carboxamide